P(=O)(O)(O)O.C(N)(=N)C1=C2C=C(NC2=CC(=C1)C(N)=N)C1=CC=CC=C1 4,6-diamidino-2-phenylindole-phosphate